ClC1=NC=C(C=N1)CCCCCC(=O)O 6-(2-chloropyrimidin-5-yl)hexanoic acid